3-methyl-3-ethylpyrrolidine-2,5-dione CC1(C(NC(C1)=O)=O)CC